FC=1C=C(C=CC1OC)CCCCNC(=O)OCC [4-(3-fluoro-4-methoxyphenyl)butyl]Urethane